(2R,3S,5R,6R)-2-(hydroxymethyl)-6-(4-hydroxyphenylethoxy)tetrahydro-2H-pyran-3,5-diol OC[C@H]1O[C@H]([C@@H](C[C@@H]1O)O)OCCC1=CC=C(C=C1)O